(R)-2-(chloromethoxy)oxirane ClCO[C@H]1OC1